(E)-3-(hydroxyimino)bicyclo[3.1.0]hexan-2-one O\N=C/1\C(C2CC2C1)=O